CNS(OCC(=O)NC=1SC(=C(N1)C)CC1=CC2=CC=CC=C2C=C1)(=O)=O 2-((4-methyl-5-(naphthalen-2-ylmethyl)thiazol-2-yl)amino)-2-oxoethyl methylsulfamate